S1C(=NC2=C1C=CC=C2)NC2=C(C=C(N=N2)N(CCCC(=O)O)C=2SC=C(N2)C(=O)O)C ({6-[(1,3-benzothiazol-2-yl)amino]-5-methylpyridazin-3-yl}(3-carboxypropyl)amino)-1,3-thiazole-4-carboxylic acid